C(C)(=O)C1=NC=CC(=N1)COC1=CC=C(C=C1)C(C)(C)C1=CC=C(OCCCCCCCCOCCCCNC=2C=C3CN(CC3=CC2)C2C(NC(CC2)=O)=O)C=C1 5-((4-((8-(4-(2-(4-((2-acetylpyrimidin-4-yl)Methoxy)phenyl)propan-2-yl)phenoxy)octyl)oxy)butyl)amino)-2-(2,6-dioxopiperidin-3-yl)isoindoline